2-Bromo-3-fluoro-5-((4-fluoropiperidin-1-yl)methyl)pyridine BrC1=NC=C(C=C1F)CN1CCC(CC1)F